O=C1NC(CCC1N1C(C2=CC(=C(C=C2C1=O)N1CC2CCC(C1)N2CC2CCNCC2)F)=O)=O 4-((3-(2-(2,6-dioxopiperidin-3-yl)-6-fluoro-1,3-dioxoisoindoline-5-yl)-3,8-diazabicyclo[3.2.1]octane-8-yl)methyl)piperidine